C1(CC1)C(C)N(C(O)=O)C1=C(C(=NN1C)C1CC(C1)(F)F)C(C)(C)C.C(CCCCCCC)NCCN(CC(=O)O)CCNCCCCCCCC di(octylaminoethyl)glycine 1-cyclopropylethyl-(4-(tert-butyl)-3-(3,3-difluorocyclobutyl)-1-methyl-1H-pyrazol-5-yl)carbamate